azetidin-1-yl(4-(4-(benzo[d]thiazol-5-ylamino)quinolin-6-yl)-3-fluorophenyl)methanone N1(CCC1)C(=O)C1=CC(=C(C=C1)C=1C=C2C(=CC=NC2=CC1)NC=1C=CC2=C(N=CS2)C1)F